azobenzene compound with thioacetate C(C)(=S)O.N(=NC1=CC=CC=C1)C1=CC=CC=C1